CC1=C(C=C(C=C1)C=C)NC1=NC=C(C=C1)C(F)(F)F N-(2-methyl-5-vinyl-phenyl)-5-(trifluoromethyl)pyridin-2-amine